ClC1=CC(=C(C=C1)C1OC2=C(OC1)C=CC=C2C2CCNCC2)F 4-(3-(4-Chloro-2-fluorophenyl)-2,3-dihydrobenzo[b][1,4]dioxin-5-yl)piperidine